3-[7-chloro-8-(trifluoromethyl)-4H-[1,2,4]triazolo[4,3-a][1,4]benzodiazepin-6-yl]-4-fluoro-phenol ClC1=C(C=CC2=C1C(=NCC=1N2C=NN1)C=1C=C(C=CC1F)O)C(F)(F)F